2-[4-[(E)-3-(2-Bromophenyl)-3-oxoprop-1-enyl]phenoxy]acetic acid BrC1=C(C=CC=C1)C(/C=C/C1=CC=C(OCC(=O)O)C=C1)=O